O[C@@H]1[C@H](O[C@@H]([C@H]([C@H]1O)O)CC#C)CCP(OCC)(OCC)=O diethyl (2-((2R,3S,4R,5S,6R)-3,4,5-trihydroxy-6-(prop-2-yn-1-yl)tetrahydro-2H-pyran-2-yl)ethyl)phosphonate